P(=O)(O)(O)N(C=1C(C(=O)O)=CC=CC1)C1[C@H](O)[C@H](O)[C@H](O1)CO phosphoribosylanthranilic acid